C(#C)C=1C2=CC=CC=C2C=2C=CC=CC2C1 9-ETHYNYLPHENANTHRENE